tert-butyl N-[(3-amino-2-hydroxy-phenyl)methyl]-N-methyl-carbamate NC=1C(=C(C=CC1)CN(C(OC(C)(C)C)=O)C)O